O[C@H](C)C1=NC=2C(=C3C(=NC2)NC=C3)N1[C@@H]1CN(CC1)CCCC#N 4-((S)-3-(2-((R)-1-Hydroxyethyl)imidazo[4,5-d]pyrrolo[2,3-b]pyridin-1(6H)-yl)pyrrolidin-1-yl)butanenitrile